N1-(6-(4-Isopropyl-4H-1,2,4-triazol-3-yl)pyridin-2-yl)-N3-(isoxazol-3-yl)isophthalamide C(C)(C)N1C(=NN=C1)C1=CC=CC(=N1)NC(C1=CC(C(=O)NC2=NOC=C2)=CC=C1)=O